C(CCC)C=1NCCC1 2-butyl-4,5-dihydroAzole